5-(1-(2-(2-fluoro-5-hydroxybenzoyl)-2-azaspiro[3.3]heptan-6-yl)-5-(trifluoromethyl)-1H-pyrazol-3-yl)pyridin-2(1H)-one FC1=C(C(=O)N2CC3(C2)CC(C3)N3N=C(C=C3C(F)(F)F)C=3C=CC(NC3)=O)C=C(C=C1)O